NC1=NC=CC=C1C1=NC=2C(=NC(=CC2)C2=CC=CC=C2)N1C1=CC=C(CN2CCC3(CCN(C3)C(=O)C=3C=CC(=C(C=O)C3)O)CC2)C=C1 5-(8-(4-(2-(2-Aminopyridin-3-yl)-5-phenyl-3H-imidazo[4,5-b]pyridin-3-yl)benzyl)-2,8-diazaspiro[4.5]decane-2-carbonyl)-2-hydroxybenzaldehyde